C(C)(C)(C)C=1C=CC=2N(C3=CC=C(C=C3C2C1)C(C)(C)C)C=1C=CC=2N(C3=CC=C(C=C3C2C1)N1C2=CC=C(C=C2C=2C=C(C=CC12)C(C)(C)C)C(C)(C)C)C=1C=C2N=C3C4=C(C5=C(C3=NC2=CC1N1C2=CC=C(C=C2C=2C=C(C=CC12)N1C2=CC=C(C=C2C=2C=C(C=CC12)C(C)(C)C)C(C)(C)C)N1C2=CC=C(C=C2C=2C=C(C=CC12)C(C)(C)C)C(C)(C)C)C=CC(=C5)N5C1=CC=CC=C1OC=1C=CC=CC51)C=C(C=C4)N4C5=CC=CC=C5OC=5C=CC=CC45 10,10'-(11,12-bis(3,3'',6,6''-tetra-tert-butyl-9'H-[9,3':6',9''-tercarbazol]-9'-yl)dibenzo[a,c]phenazine-3,6-diyl)bis(10H-phenoxazine)